FC1=CC(=C(O[C@H](CNC(OC(C)(C)C)=O)C)C=C1)[C@@H](C)NC(C(F)(F)F)=O tert-butyl ((S)-2-(4-fluoro-2-((R)-1-(2,2,2-trifluoroacetamido)ethyl)-phenoxy)propyl)carbamate